Cyclobutylcarbamate C1(CCC1)NC([O-])=O